hydroxynonenoic acid CCCCCCC=C(C(=O)O)O